3-heptyl-4-methyl-1,3-thiazole C(CCCCCC)N1CSC=C1C